BrC1=C(C=C(C=C1)[C@@H]1[C@H]([C@@H](CCC1)C(NC1=C(C=C(C=C1)C(F)(F)F)F)=O)C(=O)O)F |r| rac-(1R,2S,6R)-2-(4-bromo-3-fluorophenyl)-6-((2-fluoro-4-(trifluoromethyl)phenyl)carbamoyl)cyclohexane-1-carboxylic acid